CC1=NC=C(C(=N1)N1CCC2(C(N3[C@H](O2)CC[C@H]3C3=CC=CC=C3)=O)CC1)C (5'S,7a'R)-1-(2,5-dimethylpyrimidin-4-yl)-5'-phenyltetrahydro-3'H-spiro[piperidine-4,2'-pyrrolo[2,1-b][1,3]oxazol]-3'-one